3-(3-furyl)acrylic acid propyl ester C(CC)OC(C=CC1=COC=C1)=O